Indium tin silver [Ag].[Sn].[In]